1-[(2R,4S,5R)-4-[(tert-butyldimethylsilyl)oxy]-5-{[(tert-butyldimethylsilyl)oxy]methyl}-5-(chloromethyl)oxolan-2-yl]-3H-pyrimidine-2,4-dione [Si](C)(C)(C(C)(C)C)O[C@H]1C[C@@H](O[C@]1(CCl)CO[Si](C)(C)C(C)(C)C)N1C(NC(C=C1)=O)=O